2-(Trimethylsilyl)ethyl N2-[(benzyloxy)carbonyl]-L-lysinat C(C1=CC=CC=C1)OC(=O)N[C@@H](CCCCN)C(=O)OCC[Si](C)(C)C